FC1=C(OC2=CC3=C(N(C(=N3)C)S(=O)(=O)CC)C=C2C=2C3=C(C(N(C2)C)=O)NC=C3)C=CC(=C1)F 4-(5-(2,4-difluorophenoxy)-1-(ethylsulfonyl)-2-methyl-1H-benzo[d]imidazol-6-yl)-6-methyl-1,6-dihydro-7H-pyrrolo[2,3-c]pyridin-7-one